ClC=1C=C(C=CC1OCC1=NC=CC=C1)NC1=NC=NC2=CC(=C(C=C12)N)OCCC1N(CCOC1)C N4-(3-chloro-4-(pyridin-2-ylmethoxy)phenyl)-7-(2-(4-methylmorpholin-3-yl)ethoxy)quinazoline-4,6-diamine